(1S,2S)-2-(3-chlorophenyl)-N-(6-((2R,3S)-2-(6-cyclopropylimidazo[1,2-a]pyridin-2-yl)-3-hydroxypyrrolidin-1-yl)pyrimidin-4-yl)cyclopropane-1-carboxamide ClC=1C=C(C=CC1)[C@@H]1[C@H](C1)C(=O)NC1=NC=NC(=C1)N1[C@@H]([C@H](CC1)O)C=1N=C2N(C=C(C=C2)C2CC2)C1